4-(2-(4-(5-chloro-2-(4-chloro-1H-1,2,3-triazol-1-yl)phenyl)-5-methoxy-2-oxopyridin-1(2H)-yl)-2-fluoroacetamido)-2-fluorobenzoic acid ClC=1C=CC(=C(C1)C1=CC(N(C=C1OC)C(C(=O)NC1=CC(=C(C(=O)O)C=C1)F)F)=O)N1N=NC(=C1)Cl